F[P-](F)(F)(F)(F)F.F[P-](F)(F)(F)(F)F.F[P-](F)(F)(F)(F)F.[Co+3] cobalt tris(hexafluorophosphate)